N-[(1R,2S)-2-fluorocyclopropyl]-6-[1-methyl-7-(piperidin-4-yl)indol-3-yl]-8-(methylamino)imidazo[1,2-b]pyridazine-3-carboxamide F[C@@H]1[C@@H](C1)NC(=O)C1=CN=C2N1N=C(C=C2NC)C2=CN(C1=C(C=CC=C21)C2CCNCC2)C